FC([C@H]1N(C(OC1)=C=O)C=1N=C2N(CCOC3=C2C=CC(=C3OC)N[C@H](C(=O)N)C)C1)F (S)-2-((2-((S)-4-(difluoromethyl)-2-carbonyloxazolidin-3-yl)-8-methoxy-5,6-dihydrobenzo[f]imidazo[1,2-d][1,4]oxazepin-9-yl)amino)propanamide